1-(7-bromo-6-fluoro-2-hydrazineylquinazolin-4-yl)-2,3,4,5-tetrahydro-1H-benzo[b]azepine BrC1=C(C=C2C(=NC(=NC2=C1)NN)N1C2=C(CCCC1)C=CC=C2)F